C(CC#C)C1=NNC(=NN1C(=O)OC(C)C1=CC2=C(OCO2)C=C1[N+](=O)[O-])C1=CC(=CC=C1)C(F)(F)F 1-(6-nitrobenzo[d][1,3]dioxol-5-yl)ethyl 6-(but-3-yn-1-yl)-3-(3-(trifluoromethyl)phenyl)-1,2,4,5-tetrazine-1(4H)-carboxylate